FC1=CC(=C(C(=O)O)C=C1F)NS(=O)(=O)C 4,5-difluoro-2-(methanesulfonamido)benzoic acid